4H-indenothiophene S1C=CC=2C1=CC1=CC=CCC12